(R)-2-(methylthio)-3',4',5,7-tetrahydro-1'H-spiro[cyclopenta[d]pyrimidine-6,2'-naphthalen]-4-ol CSC=1N=C(C2=C(N1)C[C@]1(CC3=CC=CC=C3CC1)C2)O